CN1C(C(=NC=C1)C(=O)O)=O 4-methyl-3-oxo-3,4-dihydropyrazine-2-carboxylic acid